FC(C(CCC=1OC(=CN1)C=1C=CC(=NC1)C#N)O)(F)F 5-(2-(4,4,4-trifluoro-3-hydroxybutyl)oxazol-5-yl)picolinonitrile